[Cl-].C(CC)C=C(C(=O)N)C propyl-methacrylamide chloride